2-(2-cyclopropyl-3',5'-difluoro-[1,1'-biphenyl]-3-yl)-N-((1R,6S)-2,2-difluoro-6-((1-methylpiperidin-4-yl)oxy)cyclohexyl)acetamide C1(CC1)C1=C(C=CC=C1CC(=O)N[C@H]1C(CCC[C@@H]1OC1CCN(CC1)C)(F)F)C1=CC(=CC(=C1)F)F